4-bromo-1-{[p-(trifluoromethyl)phenyl]methyl}-1H-pyrazole BrC=1C=NN(C1)CC1=CC=C(C=C1)C(F)(F)F